[4-[(6Ar,10aR)-1-hydroxy-9-(hydroxymethyl)-6,6-dimethyl-6a,7,8,10a-tetrahydrobenzo[c]chromen-3-yl]-4-methylpentyl] nitrate [N+](=O)(OCCCC(C)(C)C1=CC(=C2[C@H]3[C@H](C(OC2=C1)(C)C)CCC(=C3)CO)O)[O-]